4-(1,2,3,3a,4,5,6,6a-octahydrocyclopenta[c]pyrrol-5-yl)-8-oxo-11-thia-1,3,5-triazatetracyclo[8.7.0.02,7.012,17]heptadeca-2,4,6,9,12(17),13,15-heptaene-9-carboxylic acid C1NCC2C1CC(C2)C=2N=C1N3C=4C=CC=CC4SC3=C(C(C1=CN2)=O)C(=O)O